NC=1SC2=C(N1)C(=CC=C2F)C2=C(C=C1C(=NC(=NC1=C2F)OC[C@]21CCCN1C[C@@H](C2)F)N2CCC(CCC2)O)C(F)(F)F 1-(7-(2-amino-7-fluorobenzo[d]thiazol-4-yl)-8-fluoro-2-(((2R,7aS)-2-fluorotetrahydro-1H-pyrrolizin-7a(5H)-yl)methoxy)-6-(trifluoromethyl)quinazolin-4-yl)azepan-4-ol